CC1(CCC2=C(SC(=C2C(=O)N2CCOCC2)NC(=O)C2=NC=CN=C2)C1)C N-(6,6-dimethyl-3-(morpholine-4-carbonyl)-4,5,6,7-tetrahydrobenzo[b]thiophen-2-yl)pyrazine-2-carboxamide